(6-(4-chlorophenyl)-2-(pyridin-3-yl)pyrimidin-4-yl)-N-methylpyrrolidin-3-amine ClC1=CC=C(C=C1)C1=CC(=NC(=N1)C=1C=NC=CC1)N1CC(CC1)NC